4-(4'-methoxybenzenesulfonyl)-2,5-bis(trifluoromethyl)oxazole COC1=CC=C(C=C1)S(=O)(=O)C=1N=C(OC1C(F)(F)F)C(F)(F)F